BrC1=C(C(=O)OC)C=C(C(=C1)NC)[N+](=O)[O-] methyl 2-bromo-4-(methylamino)-5-nitrobenzoate